3-[4-hydroxy-2-methoxy-3-(3-methylbut-2-enyl)phenyl]-1-(4-hydroxyphenyl)prop-2-en-1-one OC1=C(C(=C(C=C1)C=CC(=O)C1=CC=C(C=C1)O)OC)CC=C(C)C